5-(4-(aminomethyl)-3-fluorophenyl)-1,8-naphthyridin-2(1H)-one hydrochloride Cl.NCC1=C(C=C(C=C1)C1=C2C=CC(NC2=NC=C1)=O)F